(E)-3-(2,3-dibromo-4,5-dihydroxyphenyl)-1-(3-(trifluoromethyl)phenyl)-2-propen-1-one BrC1=C(C=C(C(=C1Br)O)O)/C=C/C(=O)C1=CC(=CC=C1)C(F)(F)F